5-amino-8-fluoro-4-(3-methoxy-2,6-dimethylphenyl)-2-methyl-4,7-dihydro-6H-1,3,4,7,10-pentaazadibenzo[cd,f]azulene-6-one NC=1N(C=2C3=C(C4=C(NC(C13)=O)C(=CN=C4)F)N=C(N2)C)C2=C(C(=CC=C2C)OC)C